NC=1C2=C(N=C(N1)Cl)N(C=C2C=2SC=C(N2)CC2=CC=CC=C2)[C@H]2[C@@H]([C@@H]([C@H](C2)C2CCN(CC2)CC=2OC=CC2)O)O (1R,2S,3R,5R)-3-[4-amino-5-(4-benzyl-1,3-thiazol-2-yl)-2-chloropyrrolo[2,3-d]pyrimidin-7-yl]-5-[1-(furan-2-ylmethyl)piperidin-4-yl]cyclopentane-1,2-diol